FC(C=1C=C(C=C(C1)C(F)(F)F)C=1C(=C(C(=O)N)C=C(C1)Cl)O)(F)F (3,5-bis(trifluoromethyl)phenyl)-5-chloro-2-hydroxybenzamide